C(=O)C1CC(N(CC1)C(=O)OC(C)(C)C)(C)C tert-butyl 4-formyl-2,2-dimethyl-piperidine-1-carboxylate